(4,6-dichloropyrimidin-2-yl)-5-fluorobenzene-1,2-diamine ClC1=NC(=NC(=C1)Cl)C1=C(C(=CC(=C1)F)N)N